C1(CC1)C=1C(=NC(=NC1C=1C(=NN(C1)C)C)N(C)C1=C(C=C(C=C1F)S(=O)(=O)C)F)NC1=NNC(=C1)C 5-cyclopropyl-N2-(2,6-difluoro-4-(methylsulfonyl)phenyl)-6-(1,3-dimethyl-1H-pyrazol-4-yl)-N2-methyl-N4-(5-methyl-1H-pyrazol-3-yl)pyrimidine-2,4-diamine